2,4-Dichlorobenzenediazonium 1,5-naphthalenedisulfonate C1(=CC=CC=2C(=CC=CC12)S(=O)(=O)[O-])S(=O)(=O)[O-].ClC1=C(C=CC(=C1)Cl)[N+]#N.ClC1=C(C=CC(=C1)Cl)[N+]#N